C(C)(C)(C)OC(NCC(CN1CCCC2=CC(=C(N=C12)C1=CC=C(C=C1)F)[Se]C1=CC=CC=C1)=O)=O (3-(7-(4-fluorophenyl)-6-phenylseleno-3,4-dihydro-1,8-naphthyridin-1(2H)-yl)-2-oxopropyl)carbamic acid tert-butyl ester